1-cyclohexyl-2-(pyridin-2-yl)-1,6-dihydrodipyrrolo[2,3-b:2',3'-d]pyridine C1(CCCCC1)N1C(=CC=2C1=C1C(=NC2)NC=C1)C1=NC=CC=C1